C(#N)C1=CC=C(CP(OCC)(OCC)=O)C=C1 Diethyl (4-cyanobenzyl)phosphonate